N,N,N',N'-tetrakis(4-isopropylphenyl)chrysene-6,12-diamine C(C)(C)C1=CC=C(C=C1)N(C=1C=C2C=3C=CC=CC3C(=CC2=C2C=CC=CC12)N(C1=CC=C(C=C1)C(C)C)C1=CC=C(C=C1)C(C)C)C1=CC=C(C=C1)C(C)C